C(C)N1CCCN2CCN(CCCN(CC1)CC2)CC 5,12-diethyl-1,5,8,12-tetraazabicyclo(6.6.2)hexadecane